1,2,5-trihydroxy-6-methylanthracene-9,10-dione OC1=C(C=CC=2C(C3=C(C(=CC=C3C(C12)=O)C)O)=O)O